FC1=C(C=C(C=C1)NC(/C=N/O)=O)C (E)-N-(4-fluoro-3-methylphenyl)-2-(hydroxyimino)acetamide